methyl 4-(tert-butylamino)imidazo[1,5-a]quinoxaline-8-carboxylate C(C)(C)(C)NC=1C=2N(C3=CC(=CC=C3N1)C(=O)OC)C=NC2